methyl (2R,3S,3aS,6aR)-3-((fluoromethyl)sulfonamido)-2-(((6-(5-fluoropyrimidin-2-yl)bicyclo[4.1.0]heptan-3-yl)oxy)methyl)hexahydrocyclopenta[b]pyrrole-1(2H)-carboxylate FCS(=O)(=O)N[C@H]1[C@@H]2[C@H](N([C@H]1COC1CC3CC3(CC1)C1=NC=C(C=N1)F)C(=O)OC)CCC2